ClC1=CC(=C(C=C1)C1=NC(=CC=2N=C(NC(C21)=O)C)N2C[C@@H](OCC2)C=2C=NN(C2)C)F 5-(4-chloro-2-fluorophenyl)-2-methyl-7-((2S)-2-(1-methyl-1H-pyrazol-4-yl)-4-morpholinyl)pyrido[4,3-d]pyrimidin-4(3H)-one